C(CCC)OC(CCCCC(=O)OCCCC)=O.O(C(=O)CCCCCCCCC)C(CCCCCCC)=O caprylyl caprate dibutyl-adipate